N[C@H](CC1=C(C=2N=C(N=C(C2S1)NCC=1OC=CC1)Cl)Br)C 6-[(2S)-2-aminopropyl]-7-bromo-2-chloro-N-[(furan-2-yl)methyl]thieno[3,2-d]pyrimidin-4-amine